N1-(3,4-dichloro-1H-indol-7-yl)-N4-((5-methylpyrazin-2-yl)methyl)benzene-1,4-disulfonamide ClC1=CNC2=C(C=CC(=C12)Cl)NS(=O)(=O)C1=CC=C(C=C1)S(=O)(=O)NCC1=NC=C(N=C1)C